(2R,3R,4R,5S,6R)-2-(acetoxymethyl)-6-isobutyltetrahydro-2H-pyran-3,4,5-triyl triacetate C(C)(=O)O[C@@H]1[C@H](O[C@@H]([C@@H]([C@H]1OC(C)=O)OC(C)=O)CC(C)C)COC(C)=O